(R)-2-(7-chloro-3-cyclohexyl-2-methyl-1,1-dioxido-5-phenyl-2,3,4,5-tetrahydrobenzo[f][1,2,5]thiadiazepin-8-yl)isonicotinic acid ClC=1C(=CC2=C(N(C[C@H](N(S2(=O)=O)C)C2CCCCC2)C2=CC=CC=C2)C1)C=1C=C(C(=O)O)C=CN1